isopropyl 3-(3-acrylamido-4-methylphenyl)-2-(4-(4-(ethylsulfonyl)piperazin-1-yl)phenyl)-1H-pyrrolo[2,3-b]pyridine-5-carboxylate C(C=C)(=O)NC=1C=C(C=CC1C)C1=C(NC2=NC=C(C=C21)C(=O)OC(C)C)C2=CC=C(C=C2)N2CCN(CC2)S(=O)(=O)CC